OC=1C(=NC=CC1)O[C@@H]1CN(CC1)C(=O)OC(C)(C)C tert-butyl (S)-3-((3-hydroxypyridin-2-yl)oxy)pyrrolidine-1-carboxylate